C1(=CC=CC=C1)[Se]C1=C(OC2=CC=CC=C2C1=O)C1=CC=C(C=C1)OC 3-phenylseleno-2-(4-methoxyphenyl)-4H-chromone